2-cyano-5-(trifluoromethyl)-benzoic acid C(#N)C1=C(C(=O)O)C=C(C=C1)C(F)(F)F